(R)-N-(6-(1H-pyrazol-4-yl)isoquinolin-1-yl)-4-(3H-[1,2,3]triazolo[4,5-b]pyridin-3-yl)-2-fluoro-N-(piperidin-3-yl)benzamide hydrochloride salt Cl.N1N=CC(=C1)C=1C=C2C=CN=C(C2=CC1)N(C(C1=C(C=C(C=C1)N1N=NC=2C1=NC=CC2)F)=O)[C@H]2CNCCC2